2-(2-bromo-5-trifluoromethylphenyl)-1,3-dioxolane BrC1=C(C=C(C=C1)C(F)(F)F)C1OCCO1